[1-[[(2R)-[(2,2-dimethyl-3H-benzofuran-3-yl)carbamoyl]-3-methyl-cyclopropyl]methyl]-4,4-diethyl-6-oxo-hexahydropyrimidin-2-ylidene]ammonium CC1(OC2=C(C1NC(=O)C1(CC1C)CN1C(NC(CC1=O)(CC)CC)=[NH2+])C=CC=C2)C